C(C)OC=1C(=NC(=C(C1)N1[C@@H](CN(CC1)C(=O)C=1C(=NC(=CC1)OCC)C(F)(F)F)CC)C(=O)N[C@H]1CN(CC1)C)C=1C=NC=CC1 ethoxy-5-[(2R)-4-[6-ethoxy-2-(trifluoromethyl)pyridine-3-carbonyl]-2-ethylpiperazin-1-yl]-N-[(3R)-1-methylpyrrolidin-3-yl]-[2,3'-bipyridine]-6-carboxamide